NC1CCN(CC1)C1=C(C=NC2=CC=C(C=C12)C1=C(C=CC=C1)O)C1=CC(=CC(=C1)F)F 2-[4-(4-Aminopiperidin-1-yl)-3-(3,5-difluorophenyl)chinolin-6-yl]phenol